CC1=C(C=CC(=C1)C)S(=O)(=O)C1=NNN2C1=NC(C1=CC=C(C=C21)N2CCC1(CCCN(C1)C)CC2)=O 3-(2,4-dimethylbenzenesulfonyl)-8-{2-methyl-2,9-diazaspiro[5.5]undecan-9-yl}-1H,5H-[1,2,3]triazolo[1,5-a]quinazolin-5-one